C(C)(C)(C)OC(=O)N[C@H](COC=1C=CC(=C(C1)CCCCCC(=O)O)Cl)CCC(N)=O 6-[5-[(2S)-2-[(tert-butoxycarbonyl)amino]-4-carbamoylbutoxy]-2-chlorophenyl]hexanoic acid